OC1=C(C=C(C=C1)C(C)(C)C1=CC(=C(C=C1)O)C)C 2,2-bis(4-hydroxy-3-methylphenyl)-propane